5-hydroxyphenyltriazine OC=1C=CC=C(C1)C1=NN=NC=C1